O[C@H]1[C@H](CCC1)NC(CN(C)C=1C2=C(N=C(N1)C1=NC=CC(=C1)OC)CCC2)=O N-[(1S,2R)-2-hydroxycyclopentyl]-2-[[2-(4-methoxypyridin-2-yl)-5H,6H,7H-cyclopenta[d]pyrimidin-4-yl](methyl)amino]acetamide